OCC(=O)NCC=1N=C(C=2N(C1)C=CN2)C2=CC=C(C=C2)C(F)(F)F 2-Hydroxy-N-((8-(4-(trifluoromethyl)phenyl)imidazo[1,2-a]pyrazin-6-yl)methyl)acetamide